1-[(1S)-1-[(4-dodecyloxyphenyl)methyl]-2-ethoxy-ethyl]imidazo[4,5-c]quinolin-4-amine C(CCCCCCCCCCC)OC1=CC=C(C=C1)C[C@@H](COCC)N1C=NC=2C(=NC=3C=CC=CC3C21)N